bis-aminophenol NC=1C(=C(C=CC1)O)N